4-(dimethylamino)-N-(1-oxohexadecan-7-yl)-N-(5-oxopentyl)-butanamide CN(CCCC(=O)N(CCCCC=O)C(CCCCCC=O)CCCCCCCCC)C